C(C=C)(=O)OCCCCCCCCCCCCCCCCCC(C)C isoeicosyl acrylate